2-bromo-6-(tetrahydrofuran-3-yl)pyridine BrC1=NC(=CC=C1)C1COCC1